ClC1=CC=C2/C(/C(NC2=C1)=O)=C/C1=C(C(=CC=C1)Cl)F (Z)-6-chloro-3-(3-chloro-2-fluorobenzylidene)-1,3-dihydro-2H-indol-2-one